6-chloro-3-(((R)-1-(2-((R)-3-((5-fluoropyridin-2-yl)oxy)pyrrolidin-1-yl)-3,6-dimethyl-4-oxo-3,4-dihydroquinazolin-8-yl)ethyl)amino)-N-(methylsulfonyl)picolinamide ClC1=CC=C(C(=N1)C(=O)NS(=O)(=O)C)N[C@H](C)C=1C=C(C=C2C(N(C(=NC12)N1C[C@@H](CC1)OC1=NC=C(C=C1)F)C)=O)C